4,4,5,5-tetramethyl-2-(3-methyl-4-(tetrahydro-2H-pyran-4-yl)phenyl)-1,3,2-dioxaborolane CC1(OB(OC1(C)C)C1=CC(=C(C=C1)C1CCOCC1)C)C